C=1N=CN2C1C1=CC=CC=C1C2C2C(C=1C(=NON1)CC2)=O 5-(5H-imidazo[5,1-a]isoindol-5-yl)-6,7-dihydrobenzo[c][1,2,5]oxadiazol-4(5H)-one